1,2-di(naphthalene-1-yl)-4-(4-nitrophenyl)-1H-benzo[d]imidazole C1(=CC=CC2=CC=CC=C12)N1C(=NC2=C1C=CC=C2C2=CC=C(C=C2)[N+](=O)[O-])C2=CC=CC1=CC=CC=C21